COC(C1=C(C(=CC(=C1)F)CCC=1C=NN(C1)C1OCCCC1)Cl)=O 2-chloro-5-fluoro-3-[2-(1-tetrahydropyran-2-ylpyrazol-4-yl)ethyl]benzoic acid methyl ester